C1(=CC=C(C=C1)CNC(O[C@H]1[C@H](NC[C@@H]1O)CC1=CC=C(C=C1)OC)=O)C1=CC=CC=C1 (2R,3S,4S)-4-hydroxy-2-[(4-methoxyphenyl)methyl]pyrrolidin-3-yl N-{[1,1'-biphenyl]-4-ylmethyl}carbamate